(R)-2-(3-(methylsulfonamido)bicyclo[1.1.1]pentan-1-yl)-3-oxohexahydroimidazo[1,5-a]pyrazine CS(=O)(=O)NC12CC(C1)(C2)N2C(N1[C@H](CNCC1)C2)=O